F[B-](F)(F)F.C(CCCC)N1CN(C=C1)C 1-pentyl-3-methylimidazole tetrafluoroborate